C(CCCCC)(=O)OC(C)OOC(C)(C)CCC t-hexylperoxy-2-ethyl Hexanoate